7-((3R,5S)-1-acryloyl-5-methylpyrrolidin-3-yl)-4-amino-6-(but-1-yn-1-yl)-N-((R)-1-phenylethyl)-7H-pyrrolo[2,3-d]pyrimidine-5-carboxamide C(C=C)(=O)N1C[C@@H](C[C@@H]1C)N1C(=C(C2=C1N=CN=C2N)C(=O)N[C@H](C)C2=CC=CC=C2)C#CCC